ClC1=C(C=C(C#N)C=C1)C=1NC2=CC(=C(C(=C2C(C1)=O)F)C=1N=NC(=CC1)C)F 4-chloro-3-(5,7-difluoro-6-(6-methylpyridazin-3-yl)-4-oxo-1,4-dihydroquinolin-2-yl)benzonitrile